N-([1-[(4,5-dichloro-2-hydroxyphenyl)methyl]-4-(hydroxymethyl)piperidin-4-yl]methyl)-2,2,2-trifluoroacetamide ClC1=CC(=C(C=C1Cl)CN1CCC(CC1)(CO)CNC(C(F)(F)F)=O)O